(S)-N-(4-chlorophenyl)-2-(6-(1-methoxypropane-2-yl)-2-(methylthio)-4,7-dioxo-4,5,6,7-tetrahydro-1H-pyrrolo[3,4-D]pyrimidin-1-yl)acetamide ClC1=CC=C(C=C1)NC(CN1C(=NC(C2=C1C(N(C2)[C@H](COC)C)=O)=O)SC)=O